COC=1C=C(C(=O)Cl)C=C(C1OC)OC ls-3,4,5-trimethoxybenzoyl chloride